N-(4-Isopropylphenyl)-N1-(4-methoxyphenyl)-6-morpholin-4-yl-[1,3,5]triazine-2,4-diamine C(C)(C)C1=CC=C(C=C1)NC1N(C(=NC(=N1)N)N1CCOCC1)C1=CC=C(C=C1)OC